2-(trifluoromethyl)pent-2-ene 2-Methylallyl-3-chloro-6-(2-chloro-4-(trifluoromethyl)phenyl)picolinate CC(COC(C1=NC(=CC=C1Cl)C1=C(C=C(C=C1)C(F)(F)F)Cl)=O)=C.FC(C(C)=CCC)(F)F